ClC1=C(C=CC=C1)C(C(=O)N)C1=NC=CC(=C1)C1CC1 2-(2-chlorophenyl)-2-(4-cyclopropyl-2-pyridinyl)acetamide